C(CCCCCCCCCCCCCCC)N[C@@H](CCC(=O)O)C(=O)O hexadecyl-glutamic acid